N-(4-chlorobenzyl)-2-fluoro-4-methyl-5-((2,2,2-trifluoroethyl)thio)aniline ClC1=CC=C(CNC2=C(C=C(C(=C2)SCC(F)(F)F)C)F)C=C1